phenyl 1,2-dichloro-2-cyanovinyl sulfone ClC(=C(C#N)Cl)S(=O)(=O)C1=CC=CC=C1